FC(N1C(C(=NC=C1)CN1C(C(=CC=2C1=NC=CN2)C2CCN(CC2)C2=C(C=CC=C2C)F)=O)=O)F 5-((4-(Difluoromethyl)-3-oxo-3,4-dihydropyrazin-2-yl)methyl)-7-(1-(2-fluoro-6-methylphenyl)piperidin-4-yl)pyrido[2,3-b]pyrazin-6(5H)-one